OC(CCN1C=[N+](C=C1)C)C 1-(3-hydroxy-butyl)-3-methylimidazolium